C(C1=CC=CC=C1)OC(N(C)C1(CC1)C(CO)CO)=O N-[1-[2-hydroxy-1-(hydroxymethyl)ethyl]cyclopropyl]-N-methyl-carbamic acid benzyl ester